5-(6-amino-3-(benzyloxy)-1-fluoronaphthalen-2-yl)-1,2,5-thiadiazolidin-3-one 1,1-dioxide NC=1C=C2C=C(C(=C(C2=CC1)F)N1CC(NS1(=O)=O)=O)OCC1=CC=CC=C1